COC1=C(CN(S(=O)(=O)C2=NC=CC(=C2)NC(C2=C(N=C(C(=C2)Cl)C)N2CCC(CCC2)(F)F)=O)CC2=C(C=C(C=C2)OC)OC)C=CC(=C1)OC N-(2-(N,N-bis(2,4-dimethoxybenzyl)sulfamoyl)pyridin-4-yl)-5-chloro-2-(4,4-difluoroazepan-1-yl)-6-methyl-nicotinamide